C(C)(C)NC1=C(C=NC2=NC=C(C=C12)C=1C=NNC1)C#N 4-(isopropylamino)-6-(1H-pyrazol-4-yl)-1,8-naphthyridine-3-carbonitrile